3-(5-(1-acetyl-2,5-dihydro-1H-pyrrol-3-yl)-1-oxoisoindolin-2-yl)piperidine-2,6-dione C(C)(=O)N1CC(=CC1)C=1C=C2CN(C(C2=CC1)=O)C1C(NC(CC1)=O)=O